C(C)OC[C@H]1N(C[C@@H](N(C1)C1=CC(N(C=2C=CC(=NC12)C#N)C)=O)C)C(C1=NC=C(C=C1)C(F)(F)F)C1=CC=C(C=C1)F 8-((2s,5s)-5-(ethoxymethyl)-4-((4-fluorophenyl)(5-(trifluoromethyl)pyridin-2-yl)methyl)-2-methylpiperazin-1-yl)-5-methyl-6-oxo-5,6-dihydro-1,5-naphthyridine-2-carbonitrile